O=C(C(=O)OC)N1CC(C1)C1=CC=C(C=C1)C(F)(F)F methyl 2-oxo-2-(3-(4-(trifluoromethyl)phenyl)azetidin-1-yl)acetate